5-chlorobenzofuran-2-boronic acid ClC=1C=CC2=C(C=C(O2)B(O)O)C1